N-((trans)-3-((3-(difluoromethyl)-6-(1-methyl-1H-pyrazol-4-yl)pyrazolo[1,5-a]pyrazin-4-yl)oxy)cyclobutyl)-N-methylacrylamide FC(C=1C=NN2C1C(=NC(=C2)C=2C=NN(C2)C)O[C@@H]2C[C@H](C2)N(C(C=C)=O)C)F